C1(CC1)C1=NN(C=2C(=NN(C(C21)=O)CC(=O)N[C@@H](C)C2=C(C=C(C=C2)C)F)C)C (S)-2-(3-Cyclopropyl-1,7-dimethyl-4-oxo-1,4-dihydro-5H-pyrazolo[3,4-d]pyridazin-5-yl)-N-(1-(2-fluoro-4-methylphenyl)ethyl)acetamid